Tert-Butyl 2-chloro-6-[3-[(1S,2S,4R)-norbornan-2-yl]oxypyrazol-1-yl]pyridine-3-carboxylate ClC1=NC(=CC=C1C(=O)OC(C)(C)C)N1N=C(C=C1)O[C@@H]1[C@H]2CC[C@@H](C1)C2